5-(5-(4-methoxyphenyl)-1-methyl-1H-pyrazol-3-yl)-3-methylenedihydrofuran-2(3H)-one COC1=CC=C(C=C1)C1=CC(=NN1C)C1CC(C(O1)=O)=C